BrC=1C(=NC(=CC1)C)C#N 3-bromo-6-methyl-picolinenitrile